3-chloro-5-[(2E,4E)-5-[(1R,2R,6R)-3-(cyclopropylamino)-1,2,6-trimethylcyclohexyl]-3-methylpenta-2,4-dien-1-yl]-6-hydroxy-4-methoxy-2-methylbenzaldehyde ClC=1C(=C(C=O)C(=C(C1OC)C\C=C(\C=C\[C@@]1([C@H](C(CC[C@H]1C)NC1CC1)C)C)/C)O)C